C(C=C)N1N(C2=NC(=NC=C2C1=O)NC=1C=C2C=NN(C2=CC1)C)C1=CC=CC(=N1)O[C@@H]1CCN(CCC1)C(=O)OC(C)(C)C |o1:31| rel-tert-butyl (S)-4-((6-(2-allyl-6-((1-methyl-1H-indazol-5-yl)amino)-3-oxo-2,3-dihydro-1H-pyrazolo[3,4-d]pyrimidin-1-yl)pyridin-2-yl)oxy)azepane-1-carboxylate